BrC1=NC=CC(=C1)NCC=1N=C2N(C=C(C=C2)Cl)C1 2-bromo-N-((6-chloroimidazo[1,2-a]pyridin-2-yl)methyl)pyridin-4-amine